COC(C1=C(C(=CC(=C1)Br)[N+](=O)[O-])N[C@H]1[C@H](CCCC1)N)=O 2-(((1R,2S)-2-aminocyclohexyl)amino)-5-bromo-3-nitrobenzoic acid methyl ester